tris(N,N'-diisopropylformamide) cerium [Ce].C(C)(C)N(C=O)C(C)C.C(C)(C)N(C=O)C(C)C.C(C)(C)N(C=O)C(C)C